N-((4,5-dimethylthiazol-2-yl)(m-tolyl)methyl)-1-methyl-3-(trifluoromethyl)-1H-pyrazole-4-carboxamide CC=1N=C(SC1C)C(NC(=O)C=1C(=NN(C1)C)C(F)(F)F)C=1C=C(C=CC1)C